3-[(benzyloxy)methyl]-3-ethyloxetane C(C1=CC=CC=C1)OCC1(COC1)CC